ClC=1C(=NC=CC1)C(=O)NC1[C@@H]2CN(C[C@H]12)C1=NC=C(N=C1)C=1C=2N(C=C(C1)C=1C=NN(C1)C)N=CC2C#N 3-chloro-N-((1R,5S,6s)-3-(5-(3-cyano-6-(1-methyl-1H-pyrazol-4-yl)pyrazolo[1,5-a]pyridin-4-yl)pyrazin-2-yl)-3-azabicyclo[3.1.0]hexan-6-yl)picolinamide